C(CCCCCCCCCCCC=CCCCCCCCC)(=O)OCCCCCCCCCCCCCCCCCCCCCCCCCCCCCCC hentriacontyl docos-13-enoate